2-(chloromethyl)thieno[3,2-d]pyrimidin-4(3H)-one ClCC=1NC(C2=C(N1)C=CS2)=O